8-(4-(tert-Butoxycarbonyl)piperazin-1-yl)-7-cyano-5-methyl-6-oxo-5,6-dihydro-1,5-naphthyridine-2-carboxylic acid C(C)(C)(C)OC(=O)N1CCN(CC1)C1=C(C(N(C=2C=CC(=NC12)C(=O)O)C)=O)C#N